1-(2,2-dibromo-1-chloroethenyl)-4-nitrobenzene BrC(=C(Cl)C1=CC=C(C=C1)[N+](=O)[O-])Br